4-aminoanthraquinone Isopropyl-butanoate C(C)(C)OC(CCC)=O.NC1=CC=CC=2C(C3=CC=CC=C3C(C12)=O)=O